(S)-2-((S)-4,4-difluoro-3-(6-oxo-1,6-dihydropyridin-3-yl)piperidin-1-yl)-N-((S)-5-(3,5-difluorophenyl)-6,7-dihydro-5H-pyrrolo[1,2-a]imidazol-2-yl)propanamide FC1([C@H](CN(CC1)[C@H](C(=O)NC=1N=C2N(C1)[C@@H](CC2)C2=CC(=CC(=C2)F)F)C)C2=CNC(C=C2)=O)F